Octafluorooctanediol FC(C(C(C(C(O)(O)F)(F)F)(F)F)(F)F)CCC